N-(1-(6,7-difluoro-2-methyl-1-oxo-1,2-dihydroisoquinolin-4-yl)ethyl)-3-fluoro-N-methyl-4-(trifluoromethyl)benzamide FC=1C=C2C(=CN(C(C2=CC1F)=O)C)C(C)N(C(C1=CC(=C(C=C1)C(F)(F)F)F)=O)C